C[Si](O[Si](O[Si](C)(C)C)(O[Si](C)(C)C)CC\C=N\CCC)(C)C (E)-3-(1,1,1,5,5,5-hexamethyl-3-((trimethylsilyl)oxy)trisiloxan-3-yl)-N-propylpropan-1-imine